Cl.FC=1C=C(C=C(C1)C=1C=NN(C1)C1=CC=C(C=C1)F)CN (3-fluoro-5-(1-(4-fluorophenyl)-1H-pyrazol-4-yl)phenyl)methanamine hydrochloride